diethyl-methylbenzenediamine C(C)C1=C(C(=C(C(=C1)N)N)C)CC